OC[C@@H]1NC[C@@H](N(C1)C(=O)OC(C)(C)C)C tert-Butyl (2S,5R)-5-(hydroxymethyl)-2-methylpiperazine-1-carboxylate